FC=1C=C2C(CN(C2=CC1)C(=O)O)C(=O)O 5-fluoroindoline-1,3-dicarboxylic acid